5-methoxy-uridin COC=1C(NC(N([C@H]2[C@H](O)[C@H](O)[C@@H](CO)O2)C1)=O)=O